(1S,4R)-4-((1S,3aS,4S,5S,7aS)-1-acetyl-4-(cyanomethyl)-7a-methyl-octahydro-1H-inden-5-yl)-4-methyl-3-oxocyclohexanol acetate C(C)(=O)O[C@@H]1CC([C@@](CC1)(C)[C@@H]1[C@H]([C@@H]2CC[C@@H]([C@]2(CC1)C)C(C)=O)CC#N)=O